FC1=CC=C(C=C1)[C@@H]1N(CCC2=CC=CC=C12)C(=O)[C@H]1OC[C@]2(CO2)C1 ((S)-1-(4-fluorophenyl)-3,4-dihydroisoquinolin-2(1H)-yl)((3r,6S)-1,5-dioxaspiro[2.4]heptane-6-yl)methanone